4-chloro-N-[(2,4-dimethoxyphenyl)methyl]-2-nitrobenzamide ClC1=CC(=C(C(=O)NCC2=C(C=C(C=C2)OC)OC)C=C1)[N+](=O)[O-]